C(#N)[C@@]1(COCC2=C(C=C(C=C12)C(=O)O)F)C (R)-4-cyano-8-fluoro-4-methylisochroman-6-carboxylic acid